CON=C1NC2=CC=C(C=C2C(N1CC1=CN=C(S1)C)=O)S(=O)(=O)O 2-methoxyimino-3-[(2-methylthiazol-5-yl)methyl]-4-oxo-1H-quinazoline-6-sulfonic acid